aluminum-copper(II) oxide [Cu]=O.[Al]